C(C)(C)(C)OC(=O)NC=1C=2N(C3=C(N1)C=NC(=C3)C(=O)O)C=NC2C 4-((tertbutoxycarbonyl)amino)-3-methylimidazo[1,5-a]pyrido[3,4-e]pyrazine-8-carboxylic acid